FC=1C(=NC=C(C1)C(F)(F)F)OC1=CC2=C(N(C=N2)CC(C)(O)C)C=C1 1-(5-{[3-fluoro-5-(trifluoromethyl)pyridin-2-yl]oxy}-1H-benzimidazol-1-yl)-2-methylpropan-2-ol